3-fluoro-4-aminomethylphenylboronic acid hydrochloride Cl.FC=1C=C(C=CC1CN)B(O)O